C(C)OP(OCC)(=O)CCCCC1=CC=C(C=C1)C=C 4-(4-vinyl-phenyl)butyl-phosphonic acid diethyl ester